(1S*,3S*,4S*)-3-(benzyloxy)-1-(3-(5-bromopyrimidin-2-yl)benzyl)-4-hydroxycyclopentane-1-carboxylic acid ethyl ester C(C)OC(=O)[C@@]1(C[C@@H]([C@H](C1)O)OCC1=CC=CC=C1)CC1=CC(=CC=C1)C1=NC=C(C=N1)Br |o1:5,7,8|